CC=1C=C2C=CNC2=CC1C=CC(=O)N 5-methyl-indole-6-acrylamide